sodium 2,3-epoxypropanesulfonate C(C1CO1)S(=O)(=O)[O-].[Na+]